C(C)(=O)SCC1=NC(=CC=C1C=1C=2N(C(=NC1)NCC1=C(C=CC3=C1CCO3)F)C=NC2I)C S-((3-(5-(((5-fluoro-2,3-dihydrobenzofuran-4-yl) methyl) amino)-1-iodoimidazo[1,5-c]pyrimidin-8-yl)-6-methylpyridin-2-yl) methyl) thioacetate